ClC=1C=C2C3=C(NC2=CC1)CN(CC3)C(C(=O)OCC)C(=O)NC3=CC(=CC=C3)Cl Ethyl 2-(6-chloro-1,3,4,9-tetrahydro-2H-pyrido[3,4-b]indol-2-yl)-3-((3-chlorophenyl)amino)-3-oxopropanoate